2-((S)-1-acryloyl-4-(2-(((S)-1-(methyl-d3)pyrrolidine-2-yl)methoxy)-7-(5-(methyl-13C)isoquinolin-4-yl)-5,6,7,8-tetrahydropyrido[3,4-d]pyrimidin-4-yl)piperazin-2-yl)acetonitrile C(C=C)(=O)N1[C@H](CN(CC1)C=1C2=C(N=C(N1)OC[C@H]1N(CCC1)C([2H])([2H])[2H])CN(CC2)C2=CN=CC1=CC=CC(=C21)[13CH3])CC#N